3-(4-(3-(6-(8-(benzo[d]thiazol-2-ylcarbamoyl)-3,4-dihydroisoquinolin-2(1H)-yl)-2-(tert-butoxycarbonyl)pyridin-3-yl)-2-methylphenoxy)phenyl)propanoic acid S1C(=NC2=C1C=CC=C2)NC(=O)C=2C=CC=C1CCN(CC21)C2=CC=C(C(=N2)C(=O)OC(C)(C)C)C=2C(=C(OC1=CC=C(C=C1)CCC(=O)O)C=CC2)C